C(C)(=O)N1CCC(CC1)N1N=CC(=C1C)C=1C=C(C=2N(C1)N=CC2C#N)SC2=NC=C(C=C2)F 6-(1-(1-acetylpiperidin-4-yl)-5-methyl-1H-pyrazol-4-yl)-4-((5-fluoropyridin-2-yl)thio)pyrazolo[1,5-a]pyridine-3-carbonitrile